BrC1=CC=C(C=C1)S(=O)(=O)C(C(=O)C1=CC=CC=C1)=C ((4-bromophenyl)sulfonyl)-1-phenylprop-2-en-1-one